4-chloro-N-(1,1-dimethylsilolan-3-yl)-6-methyl-1H-pyrrolo[2,3-b]pyridine-2-carboxamide ClC1=C2C(=NC(=C1)C)NC(=C2)C(=O)NC2C[Si](CC2)(C)C